2,5-Dihydroxy-4-methylbenzaldehyde OC1=C(C=O)C=C(C(=C1)C)O